7-methoxy-6-aminoquinazolinamide COC1=C(C=C2C=NC(=NC2=C1)C(=O)N)N